N-((3R)-6-(2-(2-(difluoromethyl)azetidin-1-yl)-7,7-difluoro-6,7-dihydro-5H-cyclopenta[d]pyrimidin-4-yl)-2,3-dihydrobenzofuran-3-yl)methanesulfonamide FC(C1N(CC1)C=1N=C(C2=C(N1)C(CC2)(F)F)C2=CC1=C([C@H](CO1)NS(=O)(=O)C)C=C2)F